4-[5-(2-aminoethyl)pyrimidin-2-yl]-3-[(5-piperidin-1-yl-1,3,4-thiadiazol-2-yl)sulfanyl]benzonitrile NCCC=1C=NC(=NC1)C1=C(C=C(C#N)C=C1)SC=1SC(=NN1)N1CCCCC1